C(#N)C1=CC(=C(C(=O)OC)C=C1)NC1=C(C=C(C=C1)F)C(C)C methyl 4-cyano-2-((4-fluoro-2-isopropylphenyl)amino)-benzoate